3-((3aR,5RS,7aR)-1,3,3,5,7-pentamethyloctahydrobenzo[c]isoxazol-5-yl)benzonitrile CN1OC([C@H]2[C@H]1C(C[C@@](C2)(C)C=2C=C(C#N)C=CC2)C)(C)C |&1:8|